(3-(2-((2-(methoxymethoxy)-4-(4-methyl-1-piperazinyl)phenyl)amino)-7-oxo-8(7H)-pteridinyl)phenyl)carbamic acid tert-butyl ester C(C)(C)(C)OC(NC1=CC(=CC=C1)N1C(C=NC=2C=NC(=NC12)NC1=C(C=C(C=C1)N1CCN(CC1)C)OCOC)=O)=O